C(C1=CC=CC=C1)OC[C@H](C(=O)[O-])C[C@@H](C(=O)[O-])NC(=O)OC(C)(C)C (2R,4S)-2-(benzyloxymethyl)-4-(tert-butoxycarbonylamino)-glutarate